5-(3-((cyclopropylamino)methyl)azetidin-1-yl)-N-(8-fluoro-2-(fluoromethyl)imidazo[1,2-a]pyridin-6-yl)pyrazine-2-carboxamide C1(CC1)NCC1CN(C1)C=1N=CC(=NC1)C(=O)NC=1C=C(C=2N(C1)C=C(N2)CF)F